CN(C1CCN(CC1)C1=CC=C(C=C1)C=1C=CC=2N=CC=3N(C2N1)C(=NN3)N3C[C@@H](N([C@@H](C3)C)C)C)C N,N-dimethyl-1-(4-(9-((3S,5R)-3,4,5-trimethylpiperazin-1-yl)pyrido[3,2-e][1,2,4]triazolo[4,3-a]pyrazin-2-yl)phenyl)piperidin-4-amine